C1(CC1)C=1C=C2CC(CC2=CC1)NC1=NC=C(C=N1)C(=O)N1CCC12COC2 (2-((5-cyclopropyl-2,3-dihydro-1H-inden-2-yl)amino)pyrimidin-5-yl)(6-oxa-1-azaspiro[3.3]hept-1-yl)methanone